FC1=C(C=CC(=C1)F)CCCN 3-(2,4-difluorophenyl)propan-1-amine